2-[6-(2,3-Dihydro-benzo[1,4]dioxin-5-yl)-2-methoxy-pyridin-3-ylamino]-benzoic acid ethyl ester C(C)OC(C1=C(C=CC=C1)NC=1C(=NC(=CC1)C1=CC=CC=2OCCOC21)OC)=O